(5S,6S,9R)-5-amino-6-(2,3-difluorophenyl)-6,7,8,9-tetrahydro-5H-cyclohepta[b]pyridin-9-ol dihydrochloride Cl.Cl.N[C@H]1[C@@H](CC[C@H](C2=NC=CC=C21)O)C2=C(C(=CC=C2)F)F